[N+](=O)([O-])C1=NN(C=C1)CCN1CCN(CC1)C(=O)OC(C)(C)C tert-butyl 4-(2-(3-nitro-1H-pyrazol-1-yl)ethyl)piperazine-1-carboxylate